(S)-N-(1-cyclopropylethyl)-5-(3-(2-methoxyethyl)-2-methyl-3H-imidazo[4,5-b]pyridin-5-yl)pyrrolo[2,1-f][1,2,4]triazin-2-amine C1(CC1)[C@H](C)NC1=NN2C(C=N1)=C(C=C2)C2=CC=C1C(=N2)N(C(=N1)C)CCOC